(3aR,5s,6aS)-N-[6-(2-methylindazol-5-yl)pyridazin-3-yl]-2-(tetrahydropyran-4-ylmethyl)-3,3a,4,5,6,6a-hexahydro-1H-cyclopenta[c]pyrrol-5-amine CN1N=C2C=CC(=CC2=C1)C1=CC=C(N=N1)NC1C[C@@H]2[C@@H](CN(C2)CC2CCOCC2)C1